2,7-dichlorofluorene ClC1=CC=2CC3=CC(=CC=C3C2C=C1)Cl